5-chloro-7-nitro-4-(3-phenylpiperidin-1-yl)quinolin-8-ol ClC1=C2C(=CC=NC2=C(C(=C1)[N+](=O)[O-])O)N1CC(CCC1)C1=CC=CC=C1